1-(2-hydroxy-1,1-dimethyl-ethyl)pyrrole-3-carboxylic acid OCC(C)(C)N1C=C(C=C1)C(=O)O